C(CCCCCCCC)C1=C(C(=C(C=C1)NC1=CC=CC=C1)CCCCCCCCC)CCCCCCCCC tri-nonyldiphenyl-amine